Cl[Al-](Cl)(Cl)Cl.C(CCC)N1C=[N+](C=C1)CCCC 1,3-dibutylimidazolium tetrachloroaluminate